C(C(C)C)(=O)O[C@H]1C[C@@H]2[C@H]([C@H]([C@@H](C2=CC1)N1C(NC(C=C1)=NO)=O)O)O (1R,2S,3R,3aS,5R)-2,3-dihydroxy-1-(4-(hydroxyimino)-2-oxo-3,4-dihydropyrimidin-1(2H)-yl)-2,3,3a,4,5,6-hexahydro-1H-inden-5-yl isobutyrate